O1CCN(CC1)CCN1C(NC(C1)=O)=O 1-(2-morpholinoethyl)imidazolidine-2,4-dione